N(=[N+]=[N-])[Sn](CCCC)(CCCC)CCCC azidotributyl-tin